(S)-tert-butyl (1-((3-chloro-5-(2-methylpyrimidin-4-yl)pyridin-2-yl)oxy)-2,4-dimethylpentan-2-yl)carbamate ClC=1C(=NC=C(C1)C1=NC(=NC=C1)C)OC[C@@](CC(C)C)(C)NC(OC(C)(C)C)=O